BrC1=C(C=C2C(=NC(=NC2=C1F)OCC1(CC1)CN1CCOCC1)N1C[C@@]2(CC[C@H](C1)N2C(=O)OC(C)(C)C)C)Cl tert-butyl (1S,5R)-3-(7-bromo-6-chloro-8-fluoro-2-((1-(morpholinomethyl) cyclopropyl)methoxy) quinazolin-4-yl)-1-methyl-3,8-diazabicyclo[3.2.1]octane-8-carboxylate